cyclopropanecarboxylic acid [5-(4-formyl-phenyl)-[1,2,4]triazolo[1,5-a]pyridine-2-yl]-amide C(=O)C1=CC=C(C=C1)C1=CC=CC=2N1N=C(N2)NC(=O)C2CC2